6-(3-(3-((1-(5-fluoropyridin-2-yl)cyclopropyl)amino)propanoyl)-3,8-diazabicyclo[3.2.1]octan-8-yl)nicotinonitrile FC=1C=CC(=NC1)C1(CC1)NCCC(=O)N1CC2CCC(C1)N2C2=NC=C(C#N)C=C2